2-((2S,4S)-1-acryloyl-4-(7-(2-chloro-3-methylphenyl)-6-fluoro-8-methyl-4-(((S)-1-methylpyrrolidin-2-yl)methoxy)-1H-[1,2,3]triazolo[4,5-c]quinolin-1-yl)piperidin-2-yl)acetonitrile C(C=C)(=O)N1[C@@H](C[C@H](CC1)N1N=NC=2C(=NC=3C(=C(C(=CC3C21)C)C2=C(C(=CC=C2)C)Cl)F)OC[C@H]2N(CCC2)C)CC#N